p-bis(α-chloroisopropyl)benzene ClC(C)(C)C1=CC=C(C=C1)C(C)(C)Cl